NC=1C2=C(C(NN1)=O)N(N=C2C2=CC=C(CNC(C1=C(C=CC(=C1)F)OC)=O)C=C2)C2CCC2 N-(4-(4-amino-1-cyclobutyl-7-oxo-6,7-dihydro-1H-pyrazolo[3,4-d]pyridazin-3-yl)benzyl)-5-fluoro-2-methoxybenzamide